Trans-isopropyl (1-(5-(3-cyano-6-ethoxypyrazolo[1,5-a]pyridin-4-yl)pyridin-2-yl)-3-methoxypiperidin-4-yl)carbamate C(#N)C=1C=NN2C1C(=CC(=C2)OCC)C=2C=CC(=NC2)N2C[C@H]([C@@H](CC2)NC(OC(C)C)=O)OC